iodolauric acid IC(C(=O)O)CCCCCCCCCC